O1N=C(C2=C1C=CC=C2)C2CCN(CC2)CCN2C(C=1N(CC2)C=C(C1C)C)=O 2-[2-(4-benzo[d]isoxazol-3-yl-piperidin-1-yl)-ethyl]-7,8-dimethyl-3,4-dihydro-2H-pyrrolo[1,2-a]pyrazin-1-one